OC1=CC=C(C2=CC=CC=C12)S(=O)(=O)N 4-hydroxynaphthalene-1-sulfonamide